C1(CCC1)C(N1C=C(C=2C1=NC=C(C2)C=2C(=NOC2C)C)C2=CC(=NC=C2)C(=O)O)C2=NC=CC=C2 4-(1-(cyclobutyl(pyridin-2-yl)methyl)-5-(3,5-dimethylisoxazol-4-yl)-1H-pyrrolo[2,3-b]pyridin-3-yl)picolinic acid